C1(=CC=CC=C1)CC(=O)OCN1C(CCC2=CC=C(C=C12)CCN1CCN(CC1)C1=CC(=CC=2SC=CC21)F)=O (7-(2-(4-(6-fluorobenzo[b]thiophen-4-yl)piperazin-1-yl)ethyl)-2-oxo-3,4-dihydroquinolin-1(2H)-yl)methyl 2-phenylacetate